3-(6-(4-((4-(2-(3-methyl-1H-1,2,4-triazol-1-yl)pyrimidin-4-yl)piperazin-1-yl)methyl)benzyl)-2-oxobenzo[cd]indol-1(2H)-yl)piperidine-2,6-dione CC1=NN(C=N1)C1=NC=CC(=N1)N1CCN(CC1)CC1=CC=C(CC=2C=3C4=C(C(N(C4=CC2)C2C(NC(CC2)=O)=O)=O)C=CC3)C=C1